racemic-3-((3,3-dibutyl-7-(methylsulfanyl)-1,1-dioxo-5-phenyl-2,3,4,5-tetrahydro-1,5-benzothiazepin-8-yl)oxy)-2-hydroxy-2-methylpropanoic acid C(CCC)C1(CS(C2=C(N(C1)C1=CC=CC=C1)C=C(C(=C2)OC[C@@](C(=O)O)(C)O)SC)(=O)=O)CCCC |r|